4,4,5,5-tetramethyl-2-[2-[4-(trifluoromethyl)phenyl]ethyl]-1,3,2-dioxaborolane CC1(OB(OC1(C)C)CCC1=CC=C(C=C1)C(F)(F)F)C